2-((2s,3r)-3-aminopiperidin-2-yl)-3-bromo-5-chloro-N-(thiophen-2-ylmethyl)thieno[3,2-b]pyridin-7-amine formate C(=O)O.N[C@H]1[C@H](NCCC1)C1=C(C2=NC(=CC(=C2S1)NCC=1SC=CC1)Cl)Br